C(COCCOC)OC(CO)CO racemic-2-(3,6-dioxaheptyloxy)-1,3-propanediol